C1(CC1)NC1=NC(=NC=C1CC1=C(C=C(C(=C1)OC)OC)C(C)C)N N4-Cyclopropyl-5-(2-isopropyl-4,5-dimethoxy-benzyl)-pyrimidine-2,4-diamine